1,3-bis-(n-propylthio)-2-propanethiol C(CC)SCC(CSCCC)S